tert-butyl ((1-(4-(trifluoromethoxy)phenyl)-4-(1-trityl-1H-imidazol-4-yl)-1H-pyrazolo[3,4-b]pyridin-3-yl)methyl)carbamate FC(OC1=CC=C(C=C1)N1N=C(C=2C1=NC=CC2C=2N=CN(C2)C(C2=CC=CC=C2)(C2=CC=CC=C2)C2=CC=CC=C2)CNC(OC(C)(C)C)=O)(F)F